2-bromo-3,5,6-trifluoro-4-trifluoromethylbenzyl (1R)-trans-3-(2,2-dichloro-1-ethenyl)-2,2-dimethylcyclopropanecarboxylate ClC(=C[C@H]1C([C@@H]1C(=O)OCC1=C(C(=C(C(=C1F)F)C(F)(F)F)F)Br)(C)C)Cl